C(C)(C)(C)NC(=O)C=1C=NN2C1CN([C@H](C2)C)C(=O)NC2=CC(=C(C(=C2)F)F)F (S)-N3-(Tert-butyl)-6-methyl-N5-(3,4,5-trifluorophenyl)-6,7-dihydropyrazolo[1,5-a]pyrazine-3,5(4H)-dicarboxamide